CC=1C(=NN(C1)S(=O)(=O)C(F)(F)F)N 4-methyl-1-((trifluoromethyl)sulfonyl)-1H-pyrazol-3-amine